(4S)-4-[tert-butyl(diphenyl)silyl]oxy-1-methyl-pyrrolidin-2-one [Si](C1=CC=CC=C1)(C1=CC=CC=C1)(C(C)(C)C)O[C@H]1CC(N(C1)C)=O